2,4,8-trihydroxy-1-tetralone OC1C(C2=C(C=CC=C2C(C1)O)O)=O